3-[5-[(5-aminopentyl)amino]-4-oxo-1,2,3-benzotriazin-3-yl]piperidine-2,6-dione NCCCCCNC1=CC=CC2=C1C(N(N=N2)C2C(NC(CC2)=O)=O)=O